5-iodopyrrole IC1=CC=CN1